C(C)(C)(C)OOC(C)(C)C1=C(C=CC=C1)C(C)(OOC(C)(C)C)C bis(1-(t-butylperoxy)-1-methyl-ethyl)benzene